(S)-4-(2-fluoro-4-nitrophenyl)-3-(2-hydroxyethyl)piperazine-1-carboxylic acid tert-butyl ester C(C)(C)(C)OC(=O)N1C[C@@H](N(CC1)C1=C(C=C(C=C1)[N+](=O)[O-])F)CCO